FC(N1N=C(C=C1)C1=C(C=NC(=C1)C1=CC=C(C=C1)F)C1CN(CC1)C(C=C)=O)F 1-(3-(4-(1-(difluoromethyl)-1H-pyrazol-3-yl)-6-(4-fluorophenyl)pyridin-3-yl)pyrrolidin-1-yl)prop-2-en-1-one